(S)-2-(3-aminopyrrolidin-1-yl)-N-(3-(2-((1,5-dimethyl-1H-pyrazol-3-yl)amino)-5-methylpyrimidin-4-yl)-1H-indol-7-yl)acetamide N[C@@H]1CN(CC1)CC(=O)NC=1C=CC=C2C(=CNC12)C1=NC(=NC=C1C)NC1=NN(C(=C1)C)C